NC1=C(C(=O)NC2=CN=CC3=CC=CC=C23)C=C(C=N1)C(F)(F)F 2-amino-N-(isoquinolin-4-yl)-5-(trifluoromethyl)nicotinamide